1-(3-(2,3-dichlorophenyl)-1-methylimidazo[1,5-a]pyrazin-8-yl)-4-methylpiperidin-4-amine ClC1=C(C=CC=C1Cl)C1=NC(=C2N1C=CN=C2N2CCC(CC2)(N)C)C